fluoro-N-methylpiperidine FC1N(CCCC1)C